acrylyl-coenzyme A C(C=C)(=O)SCCNC(CCNC([C@@H](C(COP(OP(OC[C@@H]1[C@H]([C@H]([C@@H](O1)N1C=NC=2C(N)=NC=NC12)O)OP(=O)(O)O)(=O)O)(=O)O)(C)C)O)=O)=O